N-(4-(chlorodifluoromethoxy)phenyl)-1-isopropyl-9-(1H-pyrazol-5-yl)-2,3,4,5-tetrahydro-1H-benzo[b]azepine-7-carboxamide ClC(OC1=CC=C(C=C1)NC(=O)C1=CC2=C(N(CCCC2)C(C)C)C(=C1)C1=CC=NN1)(F)F